tert-butyl (3s,5r)-3-(3-((7-(benzylamino)-4-methyl-2,3-dioxo-1,2,3,4-tetrahydroquinoxalin-5-yl) oxy) propyl)-4,4-difluoro-5-methylpiperidine-1-carboxylate C(C1=CC=CC=C1)NC1=CC(=C2N(C(C(NC2=C1)=O)=O)C)OCCC[C@H]1CN(C[C@H](C1(F)F)C)C(=O)OC(C)(C)C